pyridine-5-yl-2-aminopyrimidine N1=CC=CC(=C1)C1=NC(=NC=C1)N